C(C1=CC=CC=C1)OCCN1C2(CCN3NC4CCN(CC4C3C1)C(=O)C=1NC3=CC=CC=C3C1)CC2 13'-[2-(benzyloxy)ethyl]-4'-(1H-indole-2-carbonyl)-4',8',9',13'-tetraazaspiro[cyclopropane-1,12'-tricyclo[7.5.0.02,7]tetradecane]